7-benzyloxy-2-(5-bromo-1H-benzoimidazol-2-yl)-3,4-dihydro-1H-isoquinoline C(C1=CC=CC=C1)OC1=CC=C2CCN(CC2=C1)C1=NC2=C(N1)C=CC(=C2)Br